COC1=C(C=CC=C1C1=NN(C=N1)C)NC1=C(C=NC(=C1)NC1=NN(C(=C1)OCCOC)C)C(CC)=O 1-(4-((2-methoxy-3-(1-methyl-1H-1,2,4-triazol-3-yl)phenyl)amino)-6-((5-(2-methoxyethoxy)-1-methyl-1H-pyrazol-3-yl)amino)pyridin-3-yl)propan-1-one